4-[4-(4,4,5,5-tetramethyl-1,3,2-dioxaborolan-2-yl)-2-(trifluoromethyl)phenyl]Morpholine CC1(OB(OC1(C)C)C1=CC(=C(C=C1)N1CCOCC1)C(F)(F)F)C